methyl 6-((2S,4S)-2-((difluoromethoxy)methyl)-4-(4-(trifluoromethyl)phenoxy)pyrrolidin-1-yl)nicotinate FC(OC[C@H]1N(C[C@H](C1)OC1=CC=C(C=C1)C(F)(F)F)C1=NC=C(C(=O)OC)C=C1)F